C(C)(C)(C)OC(=O)N1CCN(CC1)C=1C(=NC(=CC1)C(NC([2H])([2H])[2H])=O)F 4-(2-fluoro-6-((methyl-d3)carbamoyl)pyridin-3-yl)piperazine-1-carboxylic acid tert-butyl ester